N1CCC2(CC1)C=C1C=CC=CN1C2 3H-spiro[indolizine-2,4'-piperidine]